CC1=C(N=NC(=C1C)N1CC=2C=C(C=NC2CC1)C(F)(F)F)C(=O)NCC1=C(C=NC=C1)C 4,5-dimethyl-N-((3-methylpyridin-4-yl)methyl)-6-(3-(trifluoromethyl)-7,8-dihydro-1,6-naphthyridin-6(5H)-yl)pyridazine-3-carboxamide